2-{5-[(1-cyclopropylpiperidin-4-yl)(methyl)amino][1,3]thiazolo[5,4-d][1,3]thiazol-2-yl}-5-(1H-pyrazol-4-yl)pyridin-3-ol C1(CC1)N1CCC(CC1)N(C=1SC2=C(N1)SC(=N2)C2=NC=C(C=C2O)C=2C=NNC2)C